ClC1=C(C=C(C=C1)F)[C@H](CC)C=1C(=NN(C1)C)C (1R,2S)-1-(2-chloro-5-fluorophenyl)-1-(1,3-dimethyl-1H-pyrazol-4-yl)propan